imidazoleselenone tert-butyl-3-(bromomethyl)-1H-pyrazole-1-carboxylate C(C)(C)(C)OC(=O)N1N=C(C=C1)CBr.N=1C(N=CC1)=[Se]